3-bromo-5-(azetidin-1-yl)pyridine BrC=1C=NC=C(C1)N1CCC1